N-(3-(1-(ethylamino)-2,2,2-trifluoroethyl)phenyl)-3-methyl-5-oxo-1-phenyl-4,5-dihydro-1H-pyrazole-4-carboxamide C(C)NC(C(F)(F)F)C=1C=C(C=CC1)NC(=O)C1C(=NN(C1=O)C1=CC=CC=C1)C